6-((2S,5R)-4-((S)-1-(4-Chlorophenyl)propyl)-5-ethyl-2-methylpiperazin-1-yl)-3,8-dimethyl-9-(((S)-tetrahydrofuran-2-yl)methyl)-3,9-dihydro-2H-purin-2-one ClC1=CC=C(C=C1)[C@H](CC)N1C[C@@H](N(C[C@H]1CC)C=1C=2N=C(N(C2N(C(N1)=O)C)C[C@H]1OCCC1)C)C